1-(2,2-diphenylvinyl)-1H-imidazole C1(=CC=CC=C1)C(=CN1C=NC=C1)C1=CC=CC=C1